C1(=CC=CC=C1)C#CC1=CC(=CC=C1)C#CC1=CC=CC=C1 1,3-bis(phenylethynyl)-benzene